CSC1=C2C=C(N=CC2=CC=C1)OB(O)O (5-(methylthio)isoquinolin-3-yl)boric acid